BrC1=CC=C(C=C1)C=1N=C2N(C=CC=C2)C1CN1CC2CCC(C1)N2C(=O)C2=C(C=CC=C2)C(C)C (3-{[2-(4-Bromophenyl)imidazo[1,2-a]pyridin-3-yl]methyl}-3,8-diazabicyclo[3.2.1]oct-8-yl)(2-isopropylphenyl)methanone